rac-4-(5-(4-chloro-6-(trifluoromethyl)pyridin-2-yl)-5-(trifluoromethyl)-4,5-dihydroisoxazol-3-yl)-2-methylbenzoic acid ClC1=CC(=NC(=C1)C(F)(F)F)[C@]1(CC(=NO1)C1=CC(=C(C(=O)O)C=C1)C)C(F)(F)F |r|